Lead-calcium [Ca].[Pb]